1-[6-(benzyloxy)-1H-benzimidazol-1-yl]-2-methylpropan-2-ol C(C1=CC=CC=C1)OC=1C=CC2=C(N(C=N2)CC(C)(O)C)C1